C(#N)C(CN1C(C2=CC=CC(=C2C1)C=1C=C(C=CC1)S(=O)(=O)N)=O)=C 3-[2-(2-cyano-2-methylideneethyl)-1-oxo-2,3-dihydro-1H-isoindol-4-yl]benzene-1-sulfonamide